Nonane-1,5-dicarboxylic acid dimethyl ester COC(=O)CCCCC(CCCC)C(=O)OC